O1CCN(CC1)C1=C2NC(=NC2=NC(=N1)N/N=C/C=1C=C(C=CC1)C)C(=O)NC1COC1 6-morpholino-2-[(2E)-2-(m-tolylmethylene)hydrazino]-N-(oxetan-3-yl)-7H-purine-8-carboxamide